C(C)(C)(C)OC(NCCNC(=O)C1=CC2=C(N(C(=N2)C2=CC=C(C=C2)C#N)C2=CC=C(C=C2)C)C=C1)=O (2-(2-(4-cyanophenyl)-1-(p-tolyl)-1H-benzo[d]imidazole-5-carboxamido)ethyl)carbamic acid tert-butyl ester